C1(CC1)N1C(C(=CC=C1)N1N(CC=2C1=NC(=CC2)OC(C)C)C[C@@H]2COCC2)=O (R)-N-(1-cyclopropyl-2-oxo-1,2-dihydropyridin-3-yl)-6-isopropoxy-2-((tetrahydrofuran-3-yl)methyl)-2H-pyrazolo[3,4-b]Pyridine